NC1=C(C(=NC=N1)OC1=C(C=C(C=C1)NC(=O)C=1C=NN(C1C(F)(F)F)C1=NC=CC=C1F)F)CN1CCOCC1 N-[4-[6-amino-5-(morpholinomethyl)pyrimidin-4-yl]oxy-3-fluoro-phenyl]-1-(3-fluoro-2-pyridyl)-5-(trifluoromethyl)pyrazole-4-carboxamide